BrC=1C=C(C=CC1)CC(=O)NC 2-(3-bromophenyl)-N-methylacetamide